4-{4-[1-(3-hydroxypropyl)-3-methyl-1H-pyrazol-5-yl]-1-methyl-1H-imidazol-2-yl}-1-methyl-1H-pyrazolo[4,3-c]pyridine-6-carboxamide OCCCN1N=C(C=C1C=1N=C(N(C1)C)C1=NC(=CC2=C1C=NN2C)C(=O)N)C